NC1=NC=NC=2N(C3=C(C=C(C=C3C21)C=2C(=NC=CC2)C(F)(F)F)C)CC(=O)N2[C@@H]1C[C@@]1(C[C@H]2C(=O)NC2=NC(=CC=C2)Br)C (1R,3S,5R)-2-(2-(4-amino-8-methyl-6-(2-(trifluoromethyl)pyridin-3-yl)-9H-pyrimido[4,5-b]indol-9-yl)acetyl)-N-(6-bromopyridin-2-yl)-5-methyl-2-azabicyclo[3.1.0]hexane-3-carboxamide